OC1=C(C2=CC=CC=C2C=C1)CC=1C(NC(NC1C1=CC=CC=C1)=S)=O 5-[(2-Hydroxynaphthalen-1-yl)methyl]-6-phenyl-2-thioxo-2,3-dihydropyrimidin-4(1H)-one